(E)-4-(8-methyl-6-(2-(3-methylbenzylidene)hydrazinyl)-9-(2-methylpyridin-3-yl)-9H-purin-2-yl)morpholine CC=1N(C2=NC(=NC(=C2N1)N/N=C/C1=CC(=CC=C1)C)N1CCOCC1)C=1C(=NC=CC1)C